(((S)-1-(7,8-dichloro-4-((R)-3-hydroxypyrrolidin-1-yl)quinolin-2-yl)pyrrolidin-2-yl)methoxy)propionic acid ClC1=CC=C2C(=CC(=NC2=C1Cl)N1[C@@H](CCC1)COC(C(=O)O)C)N1C[C@@H](CC1)O